2-cyano-N-(2-isopropyl-4-methylpyridin-3-yl)-3-oxo-3-(2,5,6-trichloropyridin-3-yl)propanamide C(#N)C(C(=O)NC=1C(=NC=CC1C)C(C)C)C(C=1C(=NC(=C(C1)Cl)Cl)Cl)=O